N-[3-chloro-4-[4-(1,1-dimethylpiperidin-1-ium-4-carbonyl)piperazine-1-carbonyl]phenyl]-5-[2-methoxy-4-[1-(2-methoxyethyl)-5-methyl-pyrazol-4-yl]phenyl]-1-methyl-imidazole-2-carboxamide ClC=1C=C(C=CC1C(=O)N1CCN(CC1)C(=O)C1CC[N+](CC1)(C)C)NC(=O)C=1N(C(=CN1)C1=C(C=C(C=C1)C=1C=NN(C1C)CCOC)OC)C